CCCCCCCCCCCCCCCCCCCC=C henicosene